N-(1-((3-aminopropyl)sulfonyl)piperidin-3-yl)-7-methyl-1H-indole NCCCS(=O)(=O)N1CC(CCC1)N1C=CC2=CC=CC(=C12)C